tert-butyl (5-fluoro-2-methoxy-3-(5-methylpyrimidin-2-yl)phenyl)carbamate FC=1C=C(C(=C(C1)NC(OC(C)(C)C)=O)OC)C1=NC=C(C=N1)C